(Ethane-1,2-diyl)bis(2-(2-fluoro-6-(2H-tetrazol-5-yl)phenyl)-4-methoxy-1H-benzo[d]imidazole-5-carboxamide) C(CN1C(=NC2=C1C=CC(=C2OC)C(=O)N)C2=C(C=CC=C2C=2N=NNN2)F)N2C(=NC1=C2C=CC(=C1OC)C(=O)N)C1=C(C=CC=C1C=1N=NNN1)F